2-methyl-2(E)-butenal C/C=C(/C)\C=O